CN1N=CC2=CC=C(C=C12)C=1C=CC2=C(C=3CN(C(C3C=C2)=O)CC(C(=O)N)=C)C1 2-[[8-(1-methylindazol-6-yl)-3-oxo-1H-benzo[e]isoindol-2-yl]methyl]prop-2-enamide